1-(4-(6-chloro-7-(2-(cyclopropylmethyl)phenyl)quinazolin-4-yl)piperazin-1-yl)prop-2-en-1-one ClC=1C=C2C(=NC=NC2=CC1C1=C(C=CC=C1)CC1CC1)N1CCN(CC1)C(C=C)=O